2-methylbut-2-enedicarboxylic acid CC(C(C(=O)O)C(=O)O)=CC